ClC1=CC(=C2C=CN(C2=C1Cl)S(=O)(=O)C1=CC=C(C=C1)C)O[C@@H]1[C@@H](C1)C(=O)OCC cis-ethyl 2-[6,7-dichloro-1-(p-tolyl sulfonyl)indol-4-yl]oxycyclopropanecarboxylate